FC=1C(=CC(=C(C(=O)NC2=C(C=C(C=C2)F)C)C1)O[C@H](C(F)(F)F)C)N1N=C2N(CCCC2)C1=O 5-fluoro-N-(4-fluoro-2-methylphenyl)-4-(3-oxo-5,6,7,8-tetrahydro[1,2,4]triazolo[4,3-a]pyridin-2(3H)-yl)-2-{[(2S)-1,1,1-trifluoropropan-2-yl]oxy}benzamide